2-propynyl-oxirane C(#CC)C1OC1